(6R)-6-{[2-(1,5-dimethyl-1H-pyrazol-4-yl)-7-fluoro[1,2,4]triazolo[1,5-c]quinazolin-5-yl]amino}-1,4-diazepin-5-one CN1N=CC(=C1C)C1=NN2C(=NC=3C(=CC=CC3C2=N1)F)NC=1C(N=CC=NC1)=O